(1S,2S)-N-(5-(5-chloro-6-fluoro-7-(fluoromethyl)-1H-indazol-4-yl)pyrazolo[1,5-a]pyridin-2-yl)-2-fluorocyclopropane-1-carboxamide ClC=1C(=C2C=NNC2=C(C1F)CF)C1=CC=2N(C=C1)N=C(C2)NC(=O)[C@H]2[C@H](C2)F